(2S,3aR,4R,5R,7S,8S,9R,9aS,12R)-5-(2-chloroacetoxy)-8-(formyloxy)-4,7,9,12-tetramethyl-3-oxo-7-vinyldecahydro-4,9a-propanocyclopenta[8]annulen-2-yl 2,2-dichloroacetate ClC(C(=O)O[C@@H]1C([C@@H]2[C@]3([C@H]([C@@H]([C@@](C[C@H]([C@@]2([C@@H](CC3)C)C)OC(CCl)=O)(C=C)C)OC=O)C)C1)=O)Cl